5-(4-((7-ethyl-6-oxo-7,8-dihydro-1,5-naphthyridin-3-yl)methyl)piperazin-1-yl)-N-methylpyridine-2-carboxamide C(C)C1C(NC=2C=C(C=NC2C1)CN1CCN(CC1)C=1C=CC(=NC1)C(=O)NC)=O